2-(2-chlorobenzyl)-N-(2,5-dimethoxyphenyl)-8-methyl-4,5-dihydro-2H-furo[2,3-g]indazole-7-carboxamide ClC1=C(CN2N=C3C4=C(CCC3=C2)OC(=C4C)C(=O)NC4=C(C=CC(=C4)OC)OC)C=CC=C1